5-(4-{[cis-4-{[4-(pentafluoro-λ6-sulfanyl)phenyl]Amino}cyclohexyl]sulfonyl}phenyl)-1H-indole-3-carbonitrile FS(C1=CC=C(C=C1)N[C@H]1CC[C@H](CC1)S(=O)(=O)C1=CC=C(C=C1)C=1C=C2C(=CNC2=CC1)C#N)(F)(F)(F)F